3,3-difluoropentanoic acid FC(CC(=O)O)(CC)F